FC1=CC=C(C=C1)N[C@H]1[C@H](CNCC1)OC (3S,4R)-N-(4-fluorophenyl)-3-methoxy-piperidin-4-amine